N'-{(2S,3R)-2-[(2,2'-difluoro-3'-methyl[1,1'-biphenyl]-3-yl)methyl]-4,4-difluoro-1-[(2S)-oxetane-2-carbonyl]pyrrolidin-3-yl}-N,N-dimethylsulfuric diamide FC1=C(C=CC=C1C[C@@H]1N(CC([C@@H]1NS(N(C)C)(=O)=O)(F)F)C(=O)[C@H]1OCC1)C1=C(C(=CC=C1)C)F